6-phenyl-3-((7-(2-phenylpiperazine-1-carbonyl)-7-azaspiro[4.5]decan-10-ylidene)methyl)pyrimidin-4(3H)-one C1(=CC=CC=C1)C1=CC(N(C=N1)C=C1CCN(CC12CCCC2)C(=O)N2C(CNCC2)C2=CC=CC=C2)=O